C(C)[N+](CCOC(C(=C)C)=O)(C)C 2-(ethyldimethylammonio)ethylmethacrylate